4-(3-(4-Chloro-7-azaindol-2-yl)propyl)cyclohexylamine ClC1=C2C=C(NC2=NC=C1)CCCC1CCC(CC1)N